C1CN(CCC12CCNCC2)C2=CC=C(C=C2)NC=2N=CC1=C(N3N(CC=CCCC(C=4C=CC=C3N4)(C)O)C1=O)N2 2-((4-(3,9-diazaspiro[5.5]undecan-3-yl)phenyl)amino)-12-hydroxy-12-methyl-7,10,11,12-tetrahydro-5H-13,17-(azeno)pyrimido[4',5':3,4]pyrazolo[1,2-a][1,2]diazacyclotridecin-5-one